COC(C1=C(C(=CC(=C1)Br)F)F)=O 5-bromo-2,3-difluorobenzoic acid methyl ester